(R)-N-(4-Cyanobenzyl)-6-((1-((1-hydroxy-3-methoxy-2-methylpropan-2-yl)sulfonyl)cyclopropyl)methyl)-1-methyl-7-oxo-4,5,6,7-tetrahydro-1H-pyrazolo[3,4-c]pyridine-3-carboxamide C(#N)C1=CC=C(CNC(=O)C2=NN(C=3C(N(CCC32)CC3(CC3)S(=O)(=O)[C@](CO)(COC)C)=O)C)C=C1